chloromethyl (2-phenyl-1,3-dioxan-5-yl) carbonate C(OCCl)(OC1COC(OC1)C1=CC=CC=C1)=O